FC([C@H](C)C1=C(C(=C2C=NC(=NN21)N[C@H]2[C@@H](COCC2)O)C)C#N)(C)C 7-((R)-3-fluoro-3-methylbutan-2-yl)-2-(((3S,4R)-3-hydroxytetrahydro-2H-pyran-4-yl)amino)-5-methylpyrrolo[2,1-f][1,2,4]triazine-6-carbonitrile